FCC=1C=C(C=CC1)[C@@H](CO)NC(=O)C=1OC=C(N1)C1=NC(=NC=C1C)NC1=CC=NN1C (S)-N-(1-(3-(fluoromethyl)phenyl)-2-hydroxyethyl)-4-(5-methyl-2-((1-methyl-1H-pyrazol-5-yl)amino)pyrimidin-4-yl)oxazole-2-carboxamide